C1(=CC=C(C=C1)NC1=CC=C(C=C1)C1=CC=C(C=C1)C1=CC=CC2=CC=CC=C12)C1=CC=CC=C1 N-([1,1'-biphenyl]-4-yl)-4'-(naphthalen-1-yl)-[1,1'-biphenyl]-4-amine